CC1=NN(C(=C1)C)C=1C=CC(N(N1)C1CCN(CC1)C1=NC2=C(N1C)C=CC=C2)=O 6-(3,5-dimethylpyrazol-1-yl)-2-[1-(1-methylbenzimidazol-2-yl)piperidin-4-yl]pyridazin-3-one